tri-n-octylmethoxysilane C(CCCCCCC)[Si](OC)(CCCCCCCC)CCCCCCCC